ClC1=CC=CC=2N(C([C@H](CCN(C21)CCCOC2CN(C2)C(\C=C\CN(C)C)=O)NC(OCC2=CC=CC=C2)=O)=O)C benzyl (S,E)-(7-chloro-6-(3-((1-(4-(dimethylamino)but-2-enoyl)azetidin-3-yl)oxy)propyl)-1-methyl-2-oxo-1,2,3,4,5,6-hexahydrobenzo[b][1,4]diazocin-3-yl)carbamate